FC1=C2C=CNC2=CC(=C1OC=1C=CC(=C(C1)N1N=C(C=C1SC)C(C)C=1C(=C(C=CC1)CCC(=O)O)F)F)F 3-[3-[1-[1-[5-[(4,6-difluoro-1H-indol-5-yl)oxy]-2-fluoro-phenyl]-5-methylsulfanyl-pyrazol-3-yl]ethyl]-2-fluoro-phenyl]propanoic acid